4-(1-(5-(((1R,4R)-2-oxa-5-azabicyclo[2.2.1]heptan-5-yl)methyl)pyrimidin-2-yl)piperidine-4-yl)-7-chloro-1-methyl-1,4-dihydropyrido[2,3-b]pyrazine-2,3-dione [C@H]12OC[C@H](N(C1)CC=1C=NC(=NC1)N1CCC(CC1)N1C3=C(N(C(C1=O)=O)C)C=C(C=N3)Cl)C2